C1(CCCC1)[B-](F)(F)F.[H+] cyclopentyltrifluoroboric acid